FC(C)(C)C1=NC=C(C=N1)C(=O)OC methyl 2-(2-fluoropropan-2-yl)pyrimidine-5-carboxylate